(9-phenyl-9H-carbazol-4-yl)-5H-indeno[1,2-d]Pyrimidine C1(=CC=CC=C1)N1C2=CC=CC=C2C=2C(=CC=CC12)C=1N=CC2=C(N1)C1=CC=CC=C1C2